2-(4-amino-4-methylpiperidin-1-yl)-4-((5-cyclopropyl-4-fluoro-1H-pyrazol-3-yl)amino)quinazoline-6-carbonitrile NC1(CCN(CC1)C1=NC2=CC=C(C=C2C(=N1)NC1=NNC(=C1F)C1CC1)C#N)C